NC=1C=C(C=C2C=C(N=NC12)NC(=O)N[C@H]1COCC1)C=1C=NC=CC1CC (R)-1-[8-Amino-6-(4-ethyl-3-pyridyl)cinnolin-3-yl]-3-tetrahydrofuran-3-yl-urea